tert-butyl 5-[[2-[1-[6-[(4-cyano-2-fluoro-phenyl) methoxy]-2-pyridyl]-4-piperidylidene]acetyl]amino]-6-[[(2S)-oxetan-2-yl]methylamino]pyridine-2-carboxylate C(#N)C1=CC(=C(C=C1)COC1=CC=CC(=N1)N1CCC(CC1)=CC(=O)NC=1C=CC(=NC1NC[C@H]1OCC1)C(=O)OC(C)(C)C)F